6-(6-chloro-3-ethylsulfanyl-2-pyridyl)-3-(2,2,3,3,3-pentafluoropropyl)imidazo[4,5-c]pyridine ClC1=CC=C(C(=N1)C1=CC2=C(C=N1)N(C=N2)CC(C(F)(F)F)(F)F)SCC